C1(CC1)C1=NN(C=N1)C1CC2(CN(C2)C(=O)N2CCC(CC2)NS(=O)(=O)C2=CC=C(C=C2)F)C1 N-[1-[6-(3-cyclopropyl-1,2,4-triazol-1-yl)-2-azaspiro[3.3]heptane-2-carbonyl]-4-piperidyl]-4-fluoro-benzenesulfonamide